C(C)OP(OCC)(=O)C(C(C)=O)C(CCCC)N [1-(1-aminopentyl)-2-oxopropyl]phosphonic acid diethyl ester